COC=1C=C(C=CC1)C1=NOC(C1)S(=O)(=O)N1C2=C(OCC1)C(=CN=C2)C2=CC=C(C#N)C=C2 4-(4-((3-(3-Methoxyphenyl)-4,5-dihydroisoxazol-5-yl)sulfonyl)-3,4-dihydro-2H-pyrido[4,3-b][1,4]oxazin-8-yl)benzonitrile